CC1=CC(=NC=C1)NC=1SC=C(N1)C1=NC=CC=C1C1=CC=CC=C1 N-(4-methylpyridin-2-yl)-4-(3-phenylpyridin-2-yl)thiazol-2-amine